ClC=1C(=C2C(=C(N(C2=CC1)CCC(=O)OC)C(=O)OC)C)C=1C(=NN(C1C)C)CSCC1=NN(C(=C1)CO)C Methyl 5-chloro-4-(3-((((5-(hydroxymethyl)-1-methyl-1H-pyrazol-3-yl)methyl)thio)methyl)-1,5-dimethyl-1H-pyrazol-4-yl)-1-(3-methoxy-3-oxopropyl)-3-methyl-1H-indole-2-carboxylate